OC(C(OC)OC)NC(C(=C)C)=O N-(1-hydroxy-2,2-dimethoxyethyl)-2-methylacrylamide